6-Chloro-8-[1-(2,6-dimethyl-pyridin-3-ylmethyl)-1H-pyrazol-4-yl]-9-ethyl-1-methyl-9H-pyrido[3,4-b]indole ClC=1C=C2C3=C(N(C2=C(C1)C=1C=NN(C1)CC=1C(=NC(=CC1)C)C)CC)C(=NC=C3)C